C(C)(C)(C)OC(=O)NC1CC(C1)N1C=C(C(C2=CC(=C(C=C12)N1[C@H](CCC1)COC1=NC=CC=C1Cl)Cl)=O)C(=O)O (R)-1-(3-((tert-butoxycarbonyl)amino)cyclobutyl)-6-chloro-7-(2-(((3-chloropyridin-2-yl)oxy)methyl)pyrrolidin-1-yl)-4-oxo-1,4-dihydroquinoline-3-carboxylic acid